OC(CNC1=CC=CC(=N1)S(=O)(=O)NC(=O)C1CC1)C N-((6-((2-hydroxypropyl)amino)pyridin-2-yl)sulfonyl)cyclopropane-1-carboxamide